ClC1=CC=C(C(=O)NC=2C=NN(C2)C2=NC=C(C=C2C(F)(F)F)NC(=O)NC=2C=NC=3N(C2[C@H](C)OC)N=C(C3)Cl)C=C1 (S)-4-chloro-N-(1-(5-(3-(2-chloro-7-(1-methoxyethyl)pyrazolo[1,5-a]pyrimidin-6-yl)ureido)-3-(trifluoromethyl)pyridin-2-yl)-1H-pyrazol-4-yl)benzamide